1-(5-bromo-6-fluoropyridin-2-yl)azetidine-3-carbaldehyde BrC=1C=CC(=NC1F)N1CC(C1)C=O